(±)-5-((4-Cyclopropyl-3-((methylsulfinyl)methyl)phenyl)amino)-7-(pyridin-3-ylamino)pyrazolo[1,5-a]pyrimidin-3-carbonitril C1(CC1)C1=C(C=C(C=C1)NC1=NC=2N(C(=C1)NC=1C=NC=CC1)N=CC2C#N)C[S@](=O)C |r|